C(C1=CC=CC=C1)OC1=C(C(=NC(=C1)C1=C(C=C(C(=C1)Cl)C(C)(C)C)C)C)C1=NC(=NC=C1)C(=O)N 4-[4-benzyloxy-6-(4-tert-butyl-5-chloro-2-methyl-phenyl)-2-methyl-3-pyridyl]pyrimidine-2-carboxamide